4-(4-Fluoro-3-iodophenyl)butanoic acid FC1=C(C=C(C=C1)CCCC(=O)O)I